BrC=1C=C2C(=NC1)N(C=C2I)C2CCOCC2 5-bromo-3-iodo-1-(tetrahydro-2H-pyran-4-yl)-1H-pyrrolo[2,3-b]pyridine